C(C)(C)(C)C=1C(=C(C=CC1)OC)CC 3-tert-butyl-2-ethyl-anisole